ClC1=C(NC2=NC=CC=C2C2=CC(=NC=N2)NC2=C(C=C(C=C2)OC2COC2)[N+](=O)[O-])C(=C(C=C1OC)OC)Cl 6-[2-(2,6-dichloro-3,5-dimethoxy-anilino)-3-pyridinyl]-N-[2-nitro-4-(oxetan-3-yloxy)phenyl]pyrimidin-4-amine